1,4-dimethyl-1,4-disilacyclohexane C[SiH]1CC[SiH](CC1)C